C(C)(C)(C)C1=C(C(=CC(=C1)O)C(C)(C)C)O 2,6-di-tert-butylbenzene-1,4-diol